2-(4-(2-(3,4-dimethoxyphenyl)-3-methyl-1H-indol-5-yl)piperidin-1-yl)-N-methylethylamine dihydrochloride Cl.Cl.COC=1C=C(C=CC1OC)C=1NC2=CC=C(C=C2C1C)C1CCN(CC1)CCNC